2,3-bis(trifluoromethyl)aniline FC(C1=C(N)C=CC=C1C(F)(F)F)(F)F